1,2-difluoro-butene FC=C(CC)F